N-(6-bromo-5-nitro-2-(2,2,2-trifluoroethoxy)pyridin-3-yl)acetamide BrC1=C(C=C(C(=N1)OCC(F)(F)F)NC(C)=O)[N+](=O)[O-]